ClC=1C=C2C(=CNC2=CC1)CCCNS(=O)(=O)C1=CC=C(C=C1)NC1=NC(=CC(=C1)N1CCN(CC1)C)Cl N-(3-(5-chloro-1H-indol-3-yl)propyl)-4-((6-chloro-4-(4-methylpiperazin-1-yl)pyridin-2-yl)amino)benzenesulfonamide